ClC1=CC=C(C=C1)C1(OC(=C(C1=O)O)C(CS(=O)(=O)N)CBr)C 2-(4-chlorophenyl-2-methyl-4-hydroxy-3(2H)-furanone-5-yl)-3-bromopropanesulfonamide